NC=1SC(=C(N1)C1=CC(=C(C=C1)NC(CN(C)C)=O)F)C N-[4-(2-amino-5-methyl-1,3-thiazol-4-yl)-2-fluorophenyl]-2-(dimethylamino)acetamide